methyl-1,3-dioxane CC1OCCCO1